3,4-dimethyloxazolinium-2-carboxylate C[N+]1=C(OCC1C)C(=O)[O-]